C(C=C)(=O)N1CCN(CC1)C1=C(C=C(C=C1)NC1=NC=CC(=N1)N1C=C(C2=CC=CC=C12)C(=O)N)C 1-{2-[4-(4-propenoyl-piperazin-1-yl)-3-methyl-phenylamino]-pyrimidin-4-yl}-1H-indole-3-carboxamide